(3-Chloro-4-fluorophenyl)-1-(5-cyanopyridin-3-yl)-1-((1,4,6,7-tetrahydropyrano[4,3-c]pyrazol-3-yl)methyl)urea ClC=1C=C(C=CC1F)NC(N(CC=1C2=C(NN1)CCOC2)C=2C=NC=C(C2)C#N)=O